[C@H]12CNC[C@H](CC1)N2C2=NC(=NC1=C(C(=C(C=C21)OC)C2=CC=C(C1=C2N=C(S1)N)F)F)OC[C@]12CCCN2C[C@@H](C1)F 4-(4-((1R,5S)-3,8-diazabicyclo[3.2.1]octan-8-yl)-8-fluoro-2-(((2R,7aS)-2-fluorotetrahydro-1H-pyrrolizin-7a(5H)-yl)methoxy)-6-methoxyquinazolin-7-yl)-7-fluorobenzo[d]thiazol-2-amine